NC1CCS(CC1)(=O)=O 4-amino-1lambda6-thiane-1,1-dione